6,7-dimethoxy-2-[2-(4-methoxyphenyl)ethyl]chromonecrotonic acid, crotonate salt C(\C=C\C)(=O)O.COC=1C=C2C(CC(OC2=CC1OC)(C/C=C/C(=O)O)CCC1=CC=C(C=C1)OC)=O